FCCCN1C[C@H](CC1)OC1=CC=C(C=C1)C1=CCCOC2=C1C=CC(=C2)O 5-[4-[(3S)-1-(3-fluoropropyl)pyrrolidin-3-yl]oxyphenyl]-2,3-dihydro-1-benzoxepin-8-ol